C[C@@H]1N(CCOC1)C1=CC=C2C(=N1)N(C=C2C2=NC(=NC=C2C(F)(F)F)N[C@H]2C1(CN(C1)C(=O)OC(C)(C)C)CC2)S(=O)(=O)C2=CC=CC=C2 tert-butyl (R)-5-((4-(6-((S)-3-methylmorpholinyl)-1-(benzenesulfonyl)-1H-pyrrolo[2,3-b]pyridin-3-yl)-5-(trifluoromethyl)pyrimidin-2-yl)amino)-2-azaspiro[3.3]heptane-2-carboxylate